ClC=1N=CC2=C(N1)C(=NN2C)C2=CCC(CC2)OC 5-chloro-3-(4-methoxycyclohex-1-en-1-yl)-1-methylpyrazolo[4,3-d]pyrimidine